C1(CC1)S(=O)(=O)NC1=NC=CC(=N1)C(C(=O)NC1=C(C=C(C=C1)C1=NC(=CN=C1)C1CC1)F)(C)C 2-(2-(cyclopropanesulfonamido)pyrimidin-4-yl)-N-(4-(6-cyclopropylpyrazin-2-yl)-2-fluorophenyl)-2-methylpropanamide